N-(3-((5-chloro-2-((1-methyl-1H-pyrazol-4-yl)amino)pyrimidin-4-yl)(phenyl)amino)-4-fluorophenyl)acrylamide ClC=1C(=NC(=NC1)NC=1C=NN(C1)C)N(C=1C=C(C=CC1F)NC(C=C)=O)C1=CC=CC=C1